FC1=C(C(=C(C(=C1[B-](C1=C(C(=C(C(=C1F)F)F)F)F)(C1=C(C(=C(C(=C1F)F)F)F)F)C1=C(C(=C(C(=C1F)F)F)F)F)F)F)F)F.C(CCCCCCCCCCCCCCCCC)[NH+](CCCCCCCCCCCCCCCCCC)C1=C(C=CC=C1)C N,N-di(octadecyl)tolylammonium [tetrakis(pentafluorophenyl)borate]